Hexyl-ethyl-butane C(CCCCC)C(CCC)CC